2,2-bis-(4-hydroxyphenyl)-1-phenyl-propane OC1=CC=C(C=C1)C(CC1=CC=CC=C1)(C)C1=CC=C(C=C1)O